6-chloro-4-iodo-1-methoxy-2,7-naphthyridine ClC=1C=C2C(=CN=C(C2=CN1)OC)I